3-(4-Chloro-7-methyl-5-(4-((6-methylpyridin-2-yl)oxy)phenyl)-7H-pyrrolo[2,3-d]pyrimidin-6-yl)-3-hydroxypyrrolidine-1-carboxylic acid tert-butyl ester C(C)(C)(C)OC(=O)N1CC(CC1)(O)C1=C(C2=C(N=CN=C2Cl)N1C)C1=CC=C(C=C1)OC1=NC(=CC=C1)C